NC1=CC(=C2C=CC=NC2=C1)C1(CC1)C=1C(=C(C(=O)N)C=C(C1)OCC1NCC1)C (1-(7-aminoquinolin-5-yl)cyclopropyl)-5-(azetidin-2-ylmethoxy)-2-methylbenzamide